CS(=O)(=O)C1=NN2C(C(=N1)SC)=NC=C2 2-(methylsulfonyl)-4-(methylthio)imidazo[2,1-f][1,2,4]triazine